NC1=NN(C=C1)C1=CC(=C(NCCO)C=C1)F 2-[4-(3-aminopyrazol-1-yl)-2-fluoro-anilino]ethanol